3-(5-nitro-2-furyl)acrylamide [N+](=O)([O-])C1=CC=C(O1)C=CC(=O)N